ClC1=C(C)C=CC(=C1)O 2-Chloro-4-hydroxytoluene